2-(7,8-difluoro-3-quinolyl)-4-(2,2-dimethylpropyl)-6,6-dimethyl-4,5-dihydro-1,3-oxazine FC1=CC=C2C=C(C=NC2=C1F)C=1OC(CC(N1)CC(C)(C)C)(C)C